disodium bicycloheptanedicarboxylic acid salt C1(C(CCCCC1)C(=O)[O-])(C1CCCCCC1)C(=O)[O-].[Na+].[Na+]